2,6-Dimethyl-4-isobutoxy-phenol CC1=C(C(=CC(=C1)OCC(C)C)C)O